3-(2,2-difluoroethyl)aniline FC(CC=1C=C(N)C=CC1)F